C(CCCCCCC)OC=1C=C(C=CC1)C1=NC2=CC=CC=C2N=C1C1=CC(=CC=C1)OCCCCCCCC 2,3-bis(3-octyloxyphenyl)quinoxaline